[(3R)-3-[(3S)-3-aminopyrrolidine-1-carbonyl]pyrrolidin-1-yl]-(4,5-dichloro-1H-indol-2-yl)methanone N[C@@H]1CN(CC1)C(=O)[C@H]1CN(CC1)C(=O)C=1NC2=CC=C(C(=C2C1)Cl)Cl